The molecule is a stilbenoid with a structure of (E)-stilbene substituted at one of the C-4 positions by a nitro group. It has a role as a mutagen. C1=CC=C(C=C1)/C=C/C2=CC=C(C=C2)[N+](=O)[O-]